ClC=1C=C(OCC(=O)NC)C=C(C1CC1=C(C(=C(C=C1)O)C(C)C)F)C=C 2-(3-chloro-4-(2-fluoro-4-hydroxy-3-isopropylbenzyl)-5-vinylphenoxy)-N-methylacetamide